O=C1NC(CCC1N1C(C2=CC=C(C=C2C1)C#CCCCCCCN1CCN(CC1)C1=CC=C(C(=O)N2CCC(CC2)CCCCNC(\C=C\C=2C=NC=CC2)=O)C=C1)=O)=O (E)-N-(4-(1-(4-(4-(8-(2-(2,6-dioxopiperidin-3-yl)-1-oxoisoindolin-5-yl)oct-7-yn-1-yl)piperazin-1-yl)benzoyl)piperidin-4-yl)butyl)-3-(pyridin-3-yl)acrylamide